Cl.COC(=O)C1NCC(C1)C1=CC(=C(C=C1)OC(F)F)OCC 4-(4-(difluoromethoxy)-3-ethoxyphenyl)pyrrolidine-2-carboxylic acid methyl ester hydrochloride